2'-(benzylamino)-4'-(7-oxo-6,7-dihydro-3H-[1,2,3]triazolo[4,5-d]pyrimidin-5-yl)-[1,1'-biphenyl]-4-carboxylic acid C(C1=CC=CC=C1)NC1=C(C=CC(=C1)C=1NC(C2=C(N1)NN=N2)=O)C2=CC=C(C=C2)C(=O)O